3-(3-(2H-1,2,3-triazol-2-yl)cyclobutyl)-3-oxopropionitrile N=1N(N=CC1)C1CC(C1)C(CC#N)=O